CN1C2CCOCC2OC2=NC=CC3=NC=NC1=C32 12-methyl-7a,8,10,11,11a,12-hexahydro-7,9-dioxa-1,3,6,12-tetraazapleiadene